C=1(C(=CC=CC1)C(=O)O)C=CC1=CC=CC=C1 stilbenic acid